C(CCCCCCCCC)C(N(C)C(CCCCCCCCCCCCC)=O)(CC(=O)O)CCCCCCCCCCCCCC decyltetradecyl-myristoyl-methyl-β-alanine